NC1=NC2=CC=C(C=C2C=C1C)C(=O)N(CC1=NC=C(C=C1)C(F)(F)F)[C@H]1[C@@H](C2=CC=CC=C2C1)O 2-amino-N-((1R,2R)-1-hydroxy-2,3-dihydro-1H-inden-2-yl)-3-methyl-N-((5-(trifluoromethyl)-2-pyridinyl)methyl)-6-quinolinecarboxamide